5-benzyl-3-((3-cyanobenzamido)methyl)-4,5-dihydroisoxazole-5-carboxylic acid C(C1=CC=CC=C1)C1(CC(=NO1)CNC(C1=CC(=CC=C1)C#N)=O)C(=O)O